4-(7-(2-methyl-[1,1'-biphenyl]-3-yl)-[1,2,4]triazolo[4,3-a]pyridin-3-yl)benzaldehyde CC1=C(C=CC=C1C1=CC=2N(C=C1)C(=NN2)C2=CC=C(C=O)C=C2)C2=CC=CC=C2